N1=CC=C(C=C1)C=1NC=2C(=C3C=CC=NC3=C3N=CC=CC23)N1 2-(4-pyridinyl)imidazo[4,5-f][1,10]phenanthroline